6-{[2-methyl-6-(trifluoromethyl)pyridin-4-yl]amino}-1-{6-[(1-methylpiperidin-4-yl)oxy]pyridin-2-yl}-2-(prop-2-en-1-yl)-1H,2H,3H-pyrazolo[3,4-d]pyrimidin-3-one CC1=NC(=CC(=C1)NC1=NC=C2C(=N1)N(N(C2=O)CC=C)C2=NC(=CC=C2)OC2CCN(CC2)C)C(F)(F)F